Cl.[C@H]12CNC[C@@H]2C1C1=NOC2(C1CCC2)C 3-[(1R,5S,6r)-3-azabicyclo[3.1.0]hex-6-yl]-6a-methyl-4,5,6,6a-tetrahydro-3aH-cyclopenta[d][1,2]oxazole hydrochloride